BrC1=C(C=C(C(=O)N2CC=3N(CC2)C(N(C3C(=O)NCC3=C(C=CC=C3)C#N)C3=CC=C(C=C3)OC)=O)C=C1)Cl 7-(4-bromo-3-chloro-benzoyl)-N-[(2-cyanophenyl)methyl]-2-(4-methoxyphenyl)-3-oxo-6,8-dihydro-5H-imidazo[1,5-a]pyrazine-1-carboxamide